N-((1-fluorocyclopropyl)methyl)-5-(3-(1-methyl-1H-pyrazol-4-yl)pyrazolo[1,5-a]pyridin-5-yl)-7H-pyrrolo[2,3-d]pyrimidin-2-amine FC1(CC1)CNC=1N=CC2=C(N1)NC=C2C2=CC=1N(C=C2)N=CC1C=1C=NN(C1)C